2-(4-(difluoromethoxy)-2,3-difluorophenyl)-4,4,5,5-tetramethyl-1,3,2-dioxaborolane FC(OC1=C(C(=C(C=C1)B1OC(C(O1)(C)C)(C)C)F)F)F